5-cyano-N-(3-methanesulfonamidophenyl)-4-phenylthiophene-2-carboxamide C(#N)C1=C(C=C(S1)C(=O)NC1=CC(=CC=C1)NS(=O)(=O)C)C1=CC=CC=C1